CC(C(C)C1=NC=C2C=NC(=NN21)SC)C 7-(3-methylbutan-2-yl)-2-(methylsulfanyl)imidazo[4,3-f][1,2,4]triazine